[Na].C(CCCCCCCCC)(=O)O decanoic acid sodium